FC[C@@H]1CCC2=CCCN12 (3s,7ar)-3-(fluoromethyl)tetrahydro-1H-pyrrolizine